NC1=C(C=C(C=C1)C1CCN(CC1)C(=O)OC(C)(C)C)NC(C)C tert-butyl 4-(4-amino-3-(isopropylamino) phenyl)piperidine-1-carboxylate